FC1=C2CCN(C2=CC=C1B1OC(C(O1)(C)C)(C)C)C(=O)OC(C)(C)C TERT-BUTYL 4-FLUORO-5-(4,4,5,5-TETRAMETHYL-1,3,2-DIOXABOROLAN-2-YL)INDOLINE-1-CARBOXYLATE